nonanoyl-germanium C(CCCCCCCC)(=O)[Ge]